C(C1=CC=CC=C1)OC=1C=C(C=CC1)NCC=1NC=CN1 (3-benzyl-oxy-phenyl)-(1H-imidazol-2-yl-methyl)-amine